O1COC=C1CN dioxole-5-methylamine